CC1OC(CN(C1)CC1=CC=C(C=C1)NC1=CC=C(C=C1)C1=CC(=CC=C1)OC)C N-(4-((2,6-Dimethylmorpholino)methyl)phenyl)-3'-methoxy-[1,1'-biphenyl]-4-amin